tert-butyl N-[3-({[(2,4-dihydroxy-5-iodophenyl)methyl]amino}methyl)-2-fluorophenyl]carbamate OC1=C(C=C(C(=C1)O)I)CNCC=1C(=C(C=CC1)NC(OC(C)(C)C)=O)F